3-{4-[(2-chloro-5,5-dioxido-10H-phenothiazin-10-yl)methyl]phenyl}-5-(trifluoromethyl)-4,5-dihydro-1,2-oxazol-5-ol ClC1=CC=2N(C3=CC=CC=C3S(C2C=C1)(=O)=O)CC1=CC=C(C=C1)C1=NOC(C1)(O)C(F)(F)F